6-Bromo-3-((2-(trimethylsilyl)ethoxy)methyl)benzo[d]oxazol-2(3H)-one BrC1=CC2=C(N(C(O2)=O)COCC[Si](C)(C)C)C=C1